1-(Cyclopropanecarbonyl)-N-(4-((4-(4-(trifluoromethyl)piperidin-1-yl)phenyl)amino)benzyl)azetidine-3-carboxamide C1(CC1)C(=O)N1CC(C1)C(=O)NCC1=CC=C(C=C1)NC1=CC=C(C=C1)N1CCC(CC1)C(F)(F)F